5-(4-((4-([1,2,4]triazolo[1,5-a]pyridin-7-ylmethyl)-3-methylphenyl)amino)pyrido[3,2-d]pyrimidin-6-yl)-2,5-diazabicyclo[2.2.1]heptan N=1C=NN2C1C=C(C=C2)CC2=C(C=C(C=C2)NC=2C1=C(N=CN2)C=CC(=N1)N1C2CNC(C1)C2)C